4,4-dichloro-5,5-dichloro-2-trifluoromethyl-2-pentafluoroethyl-1,3-dioxolane ClC1(OC(OC1(Cl)Cl)(C(C(F)(F)F)(F)F)C(F)(F)F)Cl